N-(((1r,3s)-1-(2,4-difluorobenzyl)-3-fluorocyclobutyl)methyl)-6-oxo-1,6-dihydropyrimidine-2-carboxamide FC1=C(CC2(CC(C2)F)CNC(=O)C=2NC(C=CN2)=O)C=CC(=C1)F